4-(3-chloro-2-methylphenylamino)pyrido[3,2-d]pyrimidine-7-carbaldehyde ClC=1C(=C(C=CC1)NC=1C2=C(N=CN1)C=C(C=N2)C=O)C